6-Chloro-3-[(1R)-1-[2-(2-ethylindazol-5-yl)-3,6-dimethyl-4-oxo-chromen-8-yl]ethoxy]pyridine-2-carboxamide ClC1=CC=C(C(=N1)C(=O)N)O[C@H](C)C=1C=C(C=C2C(C(=C(OC12)C1=CC2=CN(N=C2C=C1)CC)C)=O)C